O=C1CC(CN1)C(=O)N 5-oxo-pyrrolidine-3-carboxamide